C(CCCCCCCCCCCCC)(=O)[O-].[Sn+2].C(CCCCCCCCCCCCC)(=O)[O-] tin (II) myristate